bicyclo[2.2.2]Octane-2-Formic acid methyl ester COC(=O)C1C2CCC(C1)CC2